C(C)(C)(C)OC(=O)N1C(COCC1)CCC(=O)OCC (3-ethoxy-3-oxopropyl)morpholine-4-carboxylic acid tert-butyl ester